CC1(OB(OC1(C)C)C=1C=NN(C1)[C@H](C)C1=CC(=CC=C1)C(F)(F)F)C |r| (±)-4,4,5,5-Tetramethyl-2-(1-{1-[m-(trifluoromethyl)phenyl]ethyl}-1H-pyrazol-4-yl)-1,3,2-dioxaborolane